tert-butyl (2-(2-oxopiperidin-1-yl)ethyl)carbamate O=C1N(CCCC1)CCNC(OC(C)(C)C)=O